6-(2-methyl-1H-imidazol-5-yl)-4-morpholino-2-(3-phenylpyrazol-1-yl)furo[3,2-d]pyrimidine CC=1NC(=CN1)C1=CC=2N=C(N=C(C2O1)N1CCOCC1)N1N=C(C=C1)C1=CC=CC=C1